C1=NC=2C=C(C=C3C2N1CCCCO3)C(=O)N 7,8,9,10-tetrahydro-6-oxa-2,10a-diazacycloocta[cd]indene-4-carboxamide